C1(CC1)[C@H](C(C)(C)O)N1CC=2C=NC=C(C2C1=O)C1=CC=C(C=C1)C=1OC(=NN1)C (R)-2-(1-cyclopropyl-2-hydroxy-2-methylpropyl)-7-(4-(5-methyl-1,3,4-oxadiazol-2-yl)phenyl)-2,3-dihydro-1H-pyrrolo[3,4-c]pyridin-1-one